5-bromo-1-cyclopropyl-3-(tetrahydro-2H-pyran-4-yl)-1H-indazole BrC=1C=C2C(=NN(C2=CC1)C1CC1)C1CCOCC1